ClC1=NN2C(N=CC3=C2[C@@](CN3C(=O)NC3=CC(=NN3)C(F)(F)F)(C(F)(F)F)C)=C1 (R)-2-chloro-8-methyl-8-(trifluoromethyl)-N-(3-(trifluoromethyl)-1H-pyrazol-5-yl)-7,8-dihydro-6H-pyrazolo[1,5-a]pyrrolo[2,3-e]pyrimidine-6-carboxamide